O[C@@H]1[C@H](CN(C[C@@H]1O)C(CCCCCO)=O)NC(C)=O N-[(3S,4R,5S)-4,5-dihydroxy-1-(6-hydroxyhexanoyl)-3-piperidyl]acetamide